2-(3,5-dibromo-1H-pyrazol-1-yl)acetic acid tert-butyl ester C(C)(C)(C)OC(CN1N=C(C=C1Br)Br)=O